[Si](C1=CC=CC=C1)(C1=CC=CC=C1)(C(C)(C)C)OC([C@@]12C[C@H](CN2C(CC1)=O)F)([2H])[2H] (6R,7aS)-7a-(((tert-Butyldiphenylsilyl)oxy)methyl-d2)-6-fluorohexahydro-3H-pyrrolizin-3-one